C(N)(=O)C=1C(=NNC1NC1=NC(=CC=C1)C(F)(F)F)C1=CC=C(C=C1)NC(=O)N1CC(CCC1)C1=CC(=C(C=C1)F)F N-(4-(4-carbamoyl-5-((6-(trifluoromethyl)pyridin-2-yl)amino)-1H-pyrazol-3-yl)phenyl)-3-(3,4-difluorophenyl)piperidine-1-carboxamide